2-(4-bromo-2,6-dimethylphenyl)-6-(1-fluorocyclopropyl)-2,5-dihydro-4H-pyrazolo[3,4-d]pyrimidin-4-one BrC1=CC(=C(C(=C1)C)N1N=C2N=C(NC(C2=C1)=O)C1(CC1)F)C